COC1=CC=C(C=C1)C(C1=CC=CC=C1)(C1=CC=CC=C1)OC(C1=CC=C(C=C1)OC)(C1=CC=CC=C1)C1=CC=CC=C1 p-methoxyphenyldiphenylmethyl ether